3,9-bis{2-[3-(3-tertiary butyl-4-hydroxy-5-methylphenyl)propionyloxy]-1,1-dimethylethyl}-2,4,8,10-tetraoxaspiro[5.5]undecane C(C)(C)(C)C=1C=C(C=C(C1O)C)CCC(=O)OCC(C)(C)C1OCC2(CO1)COC(OC2)C(COC(CCC2=CC(=C(C(=C2)C)O)C(C)(C)C)=O)(C)C